alpha-sexithiophene C1=CSC(=C1)C2=CC=C(S2)C3=CC=C(S3)C4=CC=C(S4)C5=CC=C(S5)C6=CC=CS6